CC1=NC(=CC=C1O[C@@H]1C[C@H](CCC1)C(=O)O)C=1N=NN(C1CNC1=NC(=NC=C1)OC(C(F)(F)F)C)C (1S,3S)-3-((2-methyl-6-(1-methyl-5-(((2-((1,1,1-trifluoropropan-2-yl)oxy)pyrimidin-4-yl)amino)methyl)-1H-1,2,3-triazol-4-yl)pyridin-3-yl)oxy)cyclohexane-1-carboxylic acid